BrCC(=O)C=1C=C(C2=C(C=CO2)C1)Br 2-Bromo-1-(7-bromobenzofuran-5-yl)ethan-1-one